COCOC=1C=C(C=CC1)C=1C=C2CC3(C(C2=CC1)NC(O[C@@H]1CN2CCC1CC2)=O)CC3 (S)-quinuclidin-3-yl (5'-(3-(methoxymethoxy)phenyl)-1',3'-dihydrospiro[cyclopropane-1,2'-inden]-1'-yl)carbamat